6-chloro-8-(4-chlorophenyl)-2-(cyclopropylamino)pteridine-7(8H)-one ClC1=NC=2C=NC(=NC2N(C1=O)C1=CC=C(C=C1)Cl)NC1CC1